N-(4-(2-(4-bromophenyl)propan-2-yl)thiazol-2-yl)acetamide BrC1=CC=C(C=C1)C(C)(C)C=1N=C(SC1)NC(C)=O